CN1CC(CCC1)C1=CC=C(C=C1)B1OC(C(O1)(C)C)(C)C 1-methyl-3-(4-(4,4,5,5-tetramethyl-1,3,2-dioxaborolan-2-yl)phenyl)piperidine